6-(5-(methyl(phenyl)amino)pyridin-3-yl)benzo[d]oxazol-2(3H)-one CN(C=1C=C(C=NC1)C1=CC2=C(NC(O2)=O)C=C1)C1=CC=CC=C1